O1CCC(=CC1)C=1N=C(C2=C(N1)COC2)N 2-(3,6-dihydro-2H-pyran-4-yl)-5,7-dihydrofuro[3,4-d]pyrimidin-4-amine